O1C(=CC=C1)C=1C=CC(=C(C1)NC1=NC=NC2=CC(=C(C=C12)OC1CC2CCC(C1)N2C(C=C)=O)OC)OC 1-(3-((4-((5-(furan-2-yl)-2-methoxyphenyl)amino)-7-methoxyquinazolin-6-yl)oxy)-8-azabicyclo[3.2.1]octan-8-yl)prop-2-en-1-one